2-((8-heptylimidazo[1,2-a]pyrazin-5-yl)thio)benzo[d]thiazole C(CCCCCC)C=1C=2N(C(=CN1)SC=1SC3=C(N1)C=CC=C3)C=CN2